ClC1=CC=C2C(=CNC2=C1)S(=O)(=O)NC1=NC(=C(C(=N1)OC)COC)OC 6-chloro-N-[4,6-dimethoxy-5-(methoxymethyl)pyrimidin-2-yl]-1H-indole-3-sulfonamide